O1C(COC2=NC=CC=C21)COC2=NC(N1C(C3=CC=C(C=C3CC1)C#CCO)=C2)=O 2-(2,3-Dihydro-[1,4]dioxino[2,3-b]pyridin-2-ylmethoxy)-9-(3-hydroxy-prop-1-ynyl)-6,7-dihydro-pyrimido[6,1-a]isoquinolin-4-one